5-((allyloxy)methyl)-5-ethyl-1,3-dioxan-2-one C(C=C)OCC1(COC(OC1)=O)CC